O1C2(OCC1)CC1=CC(=CC1=C2)N spiro[pentalene-2,2'-[1,3]dioxolan]-5-amine